ClC1=CC=2C(=C(C3=CC=CC=C3C2C=C1)S(=O)C1=CC=C(C=C1)C)C1=CC=CC=C1 2-chloro-10-phenyl-9-(p-tolylsulfinyl)phenanthrene